CNCC1CCOCC1 N-methyl-1-tetrahydropyran-4-yl-methanamine